tert-Butyl (3-cyano-7-fluoro-4-(5-fluoro-3-((2R,3'R)-2-(methoxymethyl)-[1,3'-bipyrrolidin]-1'-yl)-7,9-dihydrofuro[3,4-f]quinazolin-6-yl)thieno[3,2-c]pyridin-2-yl)carbamate C(#N)C1=C(SC2=C1C(=NC=C2F)C=2C1=C(C=3C=NC(=NC3C2F)N2C[C@@H](CC2)N2[C@H](CCC2)COC)COC1)NC(OC(C)(C)C)=O